2,5-bis{(γ-(dimethyl-amino)propyl)aminocarbonyl}terephthalic acid CN(CCCNC(=O)C1=C(C(=O)O)C=C(C(=C1)C(=O)O)C(=O)NCCCN(C)C)C